3-(o-tolyl)prop-2-yn-1-ol C1(=C(C=CC=C1)C#CCO)C